(E)-N-(2-butoxy-6-fluorophenyl)-3-(3,4-dimethoxyphenyl)acrylamide Sodium (2S,5R)-7-oxo-2-(2,2,2-trifluoro-1-hydroxyethyl)-1,6-diazabicyclo[3.2.1]octan-6-yl-sulfate O=C1N([C@@H]2CC[C@H](N1C2)C(C(F)(F)F)O)OS(=O)(=O)[O-].[Na+].C(CCC)OC2=C(C(=CC=C2)F)NC(\C=C\C2=CC(=C(C=C2)OC)OC)=O